1-chloro-6-(pyridin-4-ylmethoxy)isoquinoline ClC1=NC=CC2=CC(=CC=C12)OCC1=CC=NC=C1